1-methyl-4-(4-(4,4,5,5-tetramethyl-1,3,2-dioxaborolan-2-yl)pyridin-2-yl)piperazine CN1CCN(CC1)C1=NC=CC(=C1)B1OC(C(O1)(C)C)(C)C